2-fluoro-4-[(4-methyl-1-piperidinyl)methyl]benzohydrazide FC1=C(C(=O)NN)C=CC(=C1)CN1CCC(CC1)C